6-(4-chlorophenyl)-4-(5-hydroxy-2-azabicyclo[2.2.1]heptane-2-carbonyl)-2-(1-methyl-1H-pyrazol-4-yl)pyridazin-3(2H)-one ClC1=CC=C(C=C1)C=1C=C(C(N(N1)C=1C=NN(C1)C)=O)C(=O)N1C2CC(C(C1)C2)O